Tert-Butyl 7-amino-4-chloro-1-oxoisoindoline-2-carboxylate NC=1C=CC(=C2CN(C(C12)=O)C(=O)OC(C)(C)C)Cl